C(C)OC(CC1CCN(CC1)C1=C(C=C(C=C1)C=1C(=NC=CC1)OC1CCCC1)F)=O 2-[1-[4-[2-(cyclopentyloxy)-3-pyridinyl]-2-fluoro-phenyl]-4-piperidinyl]Acetic acid ethyl ester